CC1(N=C(CC1)C1=C(C=CC=C1)O)C 2-(2,2-dimethyl-3,4-dihydro-2H-pyrrol-5-yl)phenol